The molecule is a benzoquinolizine that is 1,2,3,4,4a,9,10,10a-octahydrophenanthrene in which the carbon at position 10a is replaced by a nitrogen and which is substituted by an isobutyl group at position 2, an oxo group at position 3, and methoxy groups at positions 6 and 7. It is a benzoquinolizine, a cyclic ketone and a tertiary amino compound. CC(C)CC1CN2CCC3=CC(=C(C=C3C2CC1=O)OC)OC